NC(C(=O)OCC(O)CO)C glycerol aminopropionate